ethyl (R)-5-(N-(2-(4-(3-bromothiophene-2-carbonyl)-2-methylpiperazin-1-yl) phenyl)-N-phenethylsulfamoyl)-3-methylbenzofuran-2-carboxylate BrC1=C(SC=C1)C(=O)N1C[C@H](N(CC1)C1=C(C=CC=C1)N(S(=O)(=O)C=1C=CC2=C(C(=C(O2)C(=O)OCC)C)C1)CCC1=CC=CC=C1)C